(1R,3S,5R)-2-(2-(3-acetyl-5-(2-(1-hydroxyethyl)pyrimidin-5-yl)-7-methyl-1H-indazol-1-yl)acetyl)-N-(6-bromo-5-fluoropyridin-2-yl)-5-methyl-2-azabicyclo[3.1.0]hexane-3-carboxamide C(C)(=O)C1=NN(C2=C(C=C(C=C12)C=1C=NC(=NC1)C(C)O)C)CC(=O)N1[C@@H]2C[C@@]2(C[C@H]1C(=O)NC1=NC(=C(C=C1)F)Br)C